(6-(3,3-difluoroazetidin-1-yl)-7-methoxyimidazo[1,2-b]pyridazin-3-yl)-N-((3S,4S)-4-fluoropyrrolidin-3-yl)pyrimidin-2-amine FC1(CN(C1)C=1C(=CC=2N(N1)C(=CN2)C2=NC(=NC=C2)N[C@H]2CNC[C@@H]2F)OC)F